N2,N4-dibutyl-N2,N4-bis[1-cyclohexyloxy-2,2,6,6-tetramethyl-4-piperidinyl]-1,3,5-triazine-2,4,6-triamine C(CCC)N(C1=NC(=NC(=N1)N(C1CC(N(C(C1)(C)C)OC1CCCCC1)(C)C)CCCC)N)C1CC(N(C(C1)(C)C)OC1CCCCC1)(C)C